2-((R)-3-Methyl-piperazin-1-yl)-1-[6-(pyrrolidine-1-sulfonyl)-2,3-dihydro-indol-1-yl]-ethanone hydrochloride salt Cl.C[C@@H]1CN(CCN1)CC(=O)N1CCC2=CC=C(C=C12)S(=O)(=O)N1CCCC1